tert-butyl (S)-4-(6-chloro-1-(2-isopropyl-4-methylpyridin-3-yl)-2-oxo-7-(pyridin-3-yl)-1,2-dihydropyrido[2,3-d]pyrimidin-4-yl)-3-methylpiperazine-1-carboxylate ClC1=CC2=C(N(C(N=C2N2[C@H](CN(CC2)C(=O)OC(C)(C)C)C)=O)C=2C(=NC=CC2C)C(C)C)N=C1C=1C=NC=CC1